4-(4-bromophenyl)-1-methyl-3-(prop-1-en-2-yl)isoquinoline 2-oxide BrC1=CC=C(C=C1)C1=C([N+](=C(C2=CC=CC=C12)C)[O-])C(=C)C